2-methylpyridine (2RS)-2-[4-(2-methylpropyl)phenyl]propionate CC(CC1=CC=C(C=C1)[C@H](C(=O)O)C)C.CC1=NC=CC=C1 |r|